3-(1-oxo-5-(4-((3-(4-(trifluoromethyl)phenyl)azetidin-1-yl)methyl)pyridin-2-yl)isoindolin-2-yl)piperidine-2,6-dione ethyl-(4S)-1-allyl-5-bromo-4,7-dimethylisochromane-1-carboxylate C(C)OC(=O)C1(OC[C@H](C2=C(C=C(C=C12)C)Br)C)CC=C.O=C1N(CC2=CC(=CC=C12)C1=NC=CC(=C1)CN1CC(C1)C1=CC=C(C=C1)C(F)(F)F)C1C(NC(CC1)=O)=O